(S)-(3-(ethoxymethyl)-3-(2-(5-fluoropyridin-2-yl)ethyl)pyrrolidin-1-yl)(6-methylpyridin-3-yl)methanone C(C)OC[C@@]1(CN(CC1)C(=O)C=1C=NC(=CC1)C)CCC1=NC=C(C=C1)F